5,5',5''-(((benzene-1,3,5-triyltris(ethyne-2,1-diyl))tris(benzene-4,1-diyl))tris-(ethyne-2,1-diyl))triisophthalate C1(=CC(=CC(=C1)C#CC1=CC=C(C=C1)C#CC=1C=C(C=C(C(=O)[O-])C1)C(=O)[O-])C#CC1=CC=C(C=C1)C#CC=1C=C(C=C(C(=O)[O-])C1)C(=O)[O-])C#CC1=CC=C(C=C1)C#CC=1C=C(C=C(C(=O)[O-])C1)C(=O)[O-]